ethyl-4-(dimethylamino)-3-(2-methoxy-4-(trifluoromethyl) benzoyl)-2-oxobut-3-enoate C(C)OC(C(C(=CN(C)C)C(C1=C(C=C(C=C1)C(F)(F)F)OC)=O)=O)=O